O1CCC(CC1)CC1NC[C@H]2[C@@H]1C[C@H](C2)C2=CC=1C(=C(N=NC1N)C1=C(C=CC=C1)C)S2 (3aR,5s,6aS)-2-((tetrahydro-2H-pyran-4-yl-methyl)octahydrocyclopenta[c]pyrrol-5-yl)-7-(o-tolyl)thieno[2,3-d]pyridazin-4-amine